C(C)SC=1C(=NC=CC1)C1=NC=2N(C=C1)N=C(N2)C(F)(F)F 5-(3-(ethylsulfanyl)pyridin-2-yl)-2-(trifluoromethyl)-[1,2,4]triazolo[1,5-a]pyrimidine